Cl.CS(=O)(=O)C1=CC=C(CN)C=C1 4-(methylsulfonyl)benzylamine hydrochloride